FC1=C(C=CC=C1)NC(CN1N=C(C=CC1=O)C=1SC=CC1)=O N-(2-fluorophenyl)-2-(6-oxo-3-(thiophen-2-yl)pyridazin-1(6H)-yl)acetamide